(R)-6-(2-(difluoromethoxy)-4-(trifluoromethyl)phenyl)-5-methyl-N-(1-methylpiperidin-3-yl)-1,2,4-triazine-3-amine FC(OC1=C(C=CC(=C1)C(F)(F)F)C1=C(N=C(N=N1)N[C@H]1CN(CCC1)C)C)F